N-(4-(7-Cyclobutoxy-8-fluoro-1,3,4,5-tetrahydro-2H-benzo[c]azepin-2-yl)-2,6-dimethylphenyl)-3,3-dimethylbutyramide C1(CCC1)OC1=CC2=C(CN(CCC2)C2=CC(=C(C(=C2)C)NC(CC(C)(C)C)=O)C)C=C1F